FC1=C(C=C(C=C1)F)N1C(NC(=CC1=O)C(F)(F)F)=O 3-(2,5-Difluorophenyl)-6-(trifluoromethyl)pyrimidin-2,4(1H,3H)-dion